6-((3-hydroxyazetidin-1-yl)methyl)pyridin-3-yl-2-methylbenzamide OC1CN(C1)CC1=CC=C(C=N1)C=1C(=C(C(=O)N)C=CC1)C